N12NCC(CC1)C=C2 diazabicyclo[2.2.2]oct-7-en